C(C=C)(=O)O.C(C=C)(=O)O.C1CCCCCCCCCCC1.C1CCCCCCCCCCC1.C1CCCCCCCCCCC1 Tricyclododecane diacrylate